BrC=1C=NC(=C(C(=O)O)C1)O 5-Bromo-2-hydroxynicotinic acid